Cl.Cl.CC1(CCNCC1)C1=NN=CN1C 4-methyl-4-(4-methyl-4H-1,2,4-triazol-3-yl)piperidine dihydrochloride